FC(C1=CC(=NC=C1C1=NC(=NC(=C1)N1CCOCC1)N1CCOCC1)N)F 4-(difluoromethyl)-5-(2,6-dimorpholinopyrimidin-4-yl)pyridin-2-amine